N1C=C(C2=CC=CC=C12)C(C(N(C([2H])([2H])[2H])C([2H])([2H])[2H])[2H])[2H] 2-(1H-indol-3-yl)-N,N-bis(methyl-d3)ethan-1-amine-1,2-d2